butyl 4-(4-((6-cyclopropyl-7-(6-((dimethyl (oxo)-λ6-sulfanylidene) amino) pyridin-2-yl)-7H-pyrrolo[2,3-d]pyrimidin-2-yl) amino) phenyl)-3,6-dihydropyridin-1(2H)-carboxylate C1(CC1)C1=CC2=C(N=C(N=C2)NC2=CC=C(C=C2)C=2CCN(CC2)C(=O)OCCCC)N1C1=NC(=CC=C1)N=S(=O)(C)C